trimethyl-1,3-pentanediol diisobutyrate C(C(C)C)(=O)OCCC(CC(C)(C)C)OC(C(C)C)=O